C(\C=C\C(=O)[O-])(=O)OC(C)(CC)C1CCC(CC1)CC(C)C (4-isobutylcyclohexyl)sec-butyl fumarate